di-n-butyl bis(ethylacetoacetate) C(C)CC(CC(=O)OCCCC)=O.C(C)CC(CC(=O)OCCCC)=O